FC=1C(=NC(=NC1)NC1CC(CCC1)C(=O)N)C1=NN(C=C1)C1=CC=C(C=C1)F 3-((5-fluoro-4-(1-(4-fluorophenyl)-1H-pyrazol-3-yl)pyrimidin-2-yl)amino)cyclohexane-1-carboxamide